O=C1NC(CC[C@H]1C=1C=CC(=NC1)N1CCC(CC1)C(=O)N1CCCC1)=O (3S)-1-(1-(5-(2,6-DIOXOPIPERIDIN-3-YL)PYRIDIN-2-YL)PIPERIDINE-4-CARBONYL)PYRROLIDINE